BrC1=CN=CC=2N=C(N=C(C21)N2CCC1(CCN(C1)C(=O)OC(C)(C)C)CC2)C2=CC=NC=C2 tert-Butyl 8-[5-bromo-2-(4-pyridyl) pyrido[3,4-d]pyrimidin-4-yl]-2,8-diazaspiro[4.5]decane-2-carboxylate